BrC1=NN2C(N=C(C=C2)C2=C(C=C(C=C2C)C(F)(F)F)O)=N1 (2-bromo-[1,2,4]triazolo[1,5-a]pyrimidin-5-yl)-3-methyl-5-(trifluoromethyl)phenol